N-(1-(azetidin-1-ylmethyl)cyclopropyl)-2-(4-fluoro-1H-indol-1-yl)propanamide N1(CCC1)CC1(CC1)NC(C(C)N1C=CC2=C(C=CC=C12)F)=O